N2-[4-(azetidin-3-ylmethylamino)phenyl]-N4-[2-(6-methyl-2-pyridyl)pyrimidin-4-yl]pyrimidine-2,4-diamine N1CC(C1)CNC1=CC=C(C=C1)NC1=NC=CC(=N1)NC1=NC(=NC=C1)C1=NC(=CC=C1)C